2-(2-chlorophenyl)-N-[4-(1H-imidazo[4,5-c]Pyridin-1-yl)-3-sulfamoylphenyl]Acetamide ClC1=C(C=CC=C1)CC(=O)NC1=CC(=C(C=C1)N1C=NC=2C=NC=CC21)S(N)(=O)=O